NC=1C=C(C=CC1)NC(=O)N m-aminophenylurea